3-epoxyheptaldehyde C1C(C(CCCC)=O)O1